deoxy adenosine-3'-phosphate P(=O)(O)(O)O[C@H]1C[C@@H](O[C@@H]1CO)N1C=NC=2C(N)=NC=NC12